C1(=CC=CC=C1)P(C1=CC=CC=C1)C1=C([C-](C=C1)CC)OC(=O)C.[CH-]1C=CC=C1.[Fe+2] (1R)-diphenylphosphino-(2S)-acetoxyl-ethyl-ferrocene